C(C1=CC=CC=C1)[N+]1=CC=C(C=C1)OC1CN(C1)C(=O)OC(C)(C)C 1-benzyl-4-([1-[(tert-butoxy)carbonyl]azetidin-3-yl]oxy)pyridin-1-ium